O=C1C(O)=C(O)[C@H](O1)[C@@H](O)CO.C[SiH2]O Methylsilanol Ascorbate